Ethyl-3-(hydroxyimino)-2-[2-(3-methylphenyl)hydrazinylidene]propanoate C(C)OC(C(C=NO)=NNC1=CC(=CC=C1)C)=O